6-chloro-4-(2-methoxy-3-(1-methyl-1H-1,2,4-triazol-3-yl)benzoyl)nicotinic acid ClC1=NC=C(C(=O)O)C(=C1)C(C1=C(C(=CC=C1)C1=NN(C=N1)C)OC)=O